C1=CC=C(C=C1)C(=O)C2=CC=C(C=C2)O P-hydroxybenzophenone